ClC1=C(C=CC(=C1)Cl)C(S(=O)(=O)C1=CC=C(C)C=C1)[N+]#[C-] 2,4-DICHLORO-1-[ISOCYANO-(TOLUENE-4-SULFONYL)-METHYL]-BENZENE